Methyl 2-(5-carbamoyl-1-(2-(5-carbamoyl-2-(4-cyano-2-(methoxycarbonyl) phenyl)-4-methoxy-1H-benzo[d]imidazol-1-yl) ethyl)-4-methoxy-1H-benzo[d]imidazol-2-yl)-5-cyanobenzoate C(N)(=O)C1=C(C2=C(N(C(=N2)C2=C(C(=O)OC)C=C(C=C2)C#N)CCN2C(=NC3=C2C=CC(=C3OC)C(N)=O)C3=C(C=C(C=C3)C#N)C(=O)OC)C=C1)OC